5-(3,5-dimethoxy-4-(piperidin-4-ylidenemethyl)phenyl)-1,3,4-trimethylpyridin-2(1H)-one hydrochloride salt Cl.COC=1C=C(C=C(C1C=C1CCNCC1)OC)C=1C(=C(C(N(C1)C)=O)C)C